FC1=C(C=CC(=C1)C(F)(F)F)C=1C=NC2=CC(=CC=C2C1C(C1=CC=C(C=C1)OC1CN(C1)CCCF)=O)C(=O)OC methyl 3-[2-fluoro-4-(trifluoromethyl)phenyl]-4-(4-{[1-(3-fluoropropyl)azetidin-3-yl]oxy}benzoyl)quinoline-7-carboxylate